N1N=NN=C1C=1C=C(C=CC1)C12OCC(CC1)(CC2)COCC=2C(=NOC2C2CC2)C2=C(C=CC=C2Cl)Cl 4-(((1-(3-(1H-tetrazol-5-yl)phenyl)-2-oxabicyclo[2.2.2]oct-4-yl)methoxy)methyl)-5-cyclopropyl-3-(2,6-dichlorophenyl)isoxazole